2-(4-((4-(((1R,4R)-4-(difluoromethoxy)cyclohexyl)methoxy)-5-fluoropyrimidin-2-yl)amino)-3-methyl-1H-pyrazol-1-yl)-2-methylpropanenitrile FC(OC1CCC(CC1)COC1=NC(=NC=C1F)NC=1C(=NN(C1)C(C#N)(C)C)C)F